CN1N=C(C(=C1)C1=C(C(=NC=C1)N)OC)C 4-(1,3-dimethyl-1H-pyrazol-4-yl)-3-methoxypyridin-2-amine